T-butyl (2S)-3-methyl-2-[N-methyl-1-[(3S)-1-methylpyrrolidin-3-yl]formamido]butanoate CC([C@@H](C(=O)OC(C)(C)C)N(C(=O)[C@@H]1CN(CC1)C)C)C